[P].CO[Si](CCC1CC2OC2CC1)(OC)OC trimethoxy(2-{7-oxabicyclo[4.1.0]hept-3-yl}ethyl)silane phosphorus